6-Isopropyl-2,3-dimethoxy-10-oxo-5,10-dihydro-6H-pyrido[1,2-h][1,7]naphthyridin C(C)(C)C1CC=2C=C(C(=NC2C=2N1C=CC(C2)=O)OC)OC